N(=[N+]=[N-])CCOCCOCCOCCOCCNC(CCCO[C@@H]1O[C@H]([C@H]([C@H]([C@H]1CC(=O)[O-])CC(=O)[O-])CC(=O)[O-])C)=O (2R,3R,4R,5S,6S)-2-((1-azido-16-oxo-3,6,9,12-tetraoxa-15-azanonadecan-19-yl)oxy)-6-methyltetrahydro-2H-pyran-3,4,5-triyltriacetate